N-(3-(4-((1H-Pyrazol-4-yl)amino)-6-ethoxyquinazolin-2-yl)phenyl)furan-3-carboxamide N1N=CC(=C1)NC1=NC(=NC2=CC=C(C=C12)OCC)C=1C=C(C=CC1)NC(=O)C1=COC=C1